C(#N)C1=CC(=NC=C1OC(C)C)C1=NSC(=N1)NC1=NC=CC=C1N(C(=O)C1CC1)C N-(2-(3-(4-cyano-5-isopropoxy-pyridin-2-yl)-1,2,4-thiadiazol-5-ylamino)pyridin-3-yl)-N-methylcyclopropanecarboxamide